CC1=CC=C(C=N1)CN1C=NC2=C1C=C(C=C2)C(=O)O 1-[(6-methylpyridin-3-yl)methyl]-1H-benzimidazole-6-carboxylic acid